2-(2,4-Dichlorophenyl)-N-{3-sulfamoyl-4-[4-(trifluoromethyl)-1H-1,2,3-triazol-1-yl]phenyl}acetamide ClC1=C(C=CC(=C1)Cl)CC(=O)NC1=CC(=C(C=C1)N1N=NC(=C1)C(F)(F)F)S(N)(=O)=O